8-{[3-(2,5-dimethylphenyl)-8-methoxy-2-oxo-1-azaspiro[4.5]dec-3-en-4-yl]oxy}-N-[2-(2,6-dioxopiperidin-3-yl)-1,3-dioxoisoindol-4-yl]octanamide CC1=C(C=C(C=C1)C)C=1C(NC2(C1OCCCCCCCC(=O)NC1=C3C(N(C(C3=CC=C1)=O)C1C(NC(CC1)=O)=O)=O)CCC(CC2)OC)=O